C(C)(C)(C)OC(=O)N1C(CC[C@@H]1CO)(C)CC1CCC(CC1)OC.N1(CCNCCC1)C=1C=CC(=C(C(=O)N[C@H](C)C2=CC=CC3=CC=CC=C23)C1)C 5-(1,4-diazacycloheptan-1-yl)-2-methyl-N-[(1R)-1-(1-naphthyl)ethyl]benzamide tert-Butyl-(5R)-5-(hydroxymethyl)-2-((4-methoxycyclohexyl)methyl)-2-methylpyrrolidine-1-carboxylate